ClC=1C=CC(=C(C(=O)NC2CCC(CC2)CN2C(N(C3=C2C=CC=C3)C=3C=CC(=NC3)C(=O)NC)=O)C1)OC(F)F 5-(3-(((1r,4r)-4-(5-chloro-2-(difluoromethoxy)benzamido)cyclohexyl)methyl)-2-oxo-2,3-dihydro-1H-benzo[d]imidazol-1-yl)-N-methylpicolinamide